(2-bromo-6-fluorobenzyl)-4-(hydroxymethyl)piperidine-1-carboxylic acid tert-butyl ester C(C)(C)(C)OC(=O)N1C(CC(CC1)CO)CC1=C(C=CC=C1F)Br